C(=C\CCO)/O E-Butene-1,4-diol